ClC1=C(C=C(C(=C1)F)OC)C1=C(C(=NC=2[C@H]3C([C@@H](CC12)C3)(C)C)N3CC1(CN(C1)C(=O)OC(C)(C)C)CC3)C#N tert-butyl 6-((6R,8R)-4-(2-chloro-4-fluoro-5-methoxyphenyl)-3-cyano-7,7-dimethyl-5,6,7,8-tetrahydro-6,8-methanoquinolin-2-yl)-2,6-diazaspiro[3.4]octane-2-carboxylate